Cl.C(CCCCCCCCC)C1=CC=C(C=C1)C1=NOC(=N1)CNC(=O)[C@H]1NCCC1 (S)-N-((3-(4-decylphenyl)-1,2,4-oxadiazol-5-yl)methyl)pyrrolidine-2-carboxamide hydrochloride